FC=1C(=CC=C2C(=NC(=NC12)OCC12CCCN2CCC1)N1[C@H](CN(CC1)C(C=C)=O)C)C1=CC=CC2=CC=CC(=C12)Cl (S)-1-(4-(8-fluoro-7-(8-chloronaphthalen-1-yl)-2-((tetrahydro-1H-pyrrolizin-7a(5H)-yl)methoxy)quinazolin-4-yl)-3-methylpiperazin-1-yl)prop-2-en-1-one